rac-methyl (4bS,5R,6R,7aR)-7a-(4-bromophenyl)-4b,5-dihydroxy-4-methoxy-7-phenyl-4b,6,7,7a-tetrahydro-5H-cyclopenta[4,5]furo[2,3-c]pyridine-6-carboxylate BrC1=CC=C(C=C1)[C@]12[C@](C3=C(C=NC=C3OC)O1)([C@@H]([C@@H]([C@@H]2C2=CC=CC=C2)C(=O)OC)O)O |&1:20|